P(=O)(OC1CCC(CC1)N1N=CC(=C1C)C=1C=C(C=2N(C1)N=CC2C#N)SC2=C(C=C(C=C2)F)C#N)(O)O (1r,4r)-4-(4-(3-cyano-4-((2-cyano-4-fluorophenyl)thio)pyrazolo[1,5-a]pyridin-6-yl)-5-methyl-1H-pyrazol-1-yl)cyclohexyl dihydrogen phosphate